amino-3,6-dichloropyridine-2-carboxylic acid NC1=C(C(=NC(=C1)Cl)C(=O)O)Cl